2-(4-trifluoromethyl-phenyl)imidazo[1,2-a]pyridine FC(C1=CC=C(C=C1)C=1N=C2N(C=CC=C2)C1)(F)F